COC=1C=C(C=CC1NCC#C[Si](C)(C)C)S(=O)(=O)NCCOCCOCCOCCNC(OC(C)(C)C)=O tert-butyl N-[2-[2-[2-[2-[[3-methoxy-4-(3-trimethylsilylprop-2-ynylamino)phenyl]sulfonylamino]ethoxy]ethoxy]ethoxy]ethyl]-carbamate